NC(C(C(CC1=CC=CC=C1)NC(=O)C=1C(=NN(C1)C)C1=CC=CC=2SC=CC21)=O)=O N-(4-amino-3,4-dioxo-1-phenylbutan-2-yl)-3-(benzo[b]thiophen-4-yl)-1-methyl-1H-pyrazole-4-carboxamide